5-[4-amino-5-(trifluoromethyl)pyrrolo[2,1-f][1,2,4]triazin-7-yl]-N-[(3R,4S)-1-(2-chlorobenzoyl)-4-fluoropyrrolidin-3-yl]-2-methylbenzamide NC1=NC=NN2C1=C(C=C2C=2C=CC(=C(C(=O)N[C@@H]1CN(C[C@@H]1F)C(C1=C(C=CC=C1)Cl)=O)C2)C)C(F)(F)F